(S)-2-((tert-butoxycarbonyl)tridecylmethylamino)-3-(4-fluorophenyl)propionic acid C(C)(C)(C)OC(=O)CCCCCCCCCCCCCN([C@H](C(=O)O)CC1=CC=C(C=C1)F)C